CN([C@H]1[C@@H](C[C@@H](CC1)NC=1N=CC2=C(N1)N(C(C(=C2)C2=CC(=C(C=C2)NS(=O)(=O)CCC(F)(F)F)F)=O)C(C)C)O)C N-(4-(2-(((1R,3R,4R)-4-(dimethylamino)-3-hydroxycyclohexyl)-amino)-8-isopropyl-7-oxo-7,8-dihydropyrido-[2,3-d]pyrimidin-6-yl)-2-fluorophenyl)-3,3,3-trifluoropropane-1-sulfonamide